C=1(C(=C(C=C2C1NC1=C2C(=C(C=2C3=CC(=C(C(=C3NC12)[2H])[2H])[2H])[2H])[2H])[2H])[2H])[2H] 11,12-dihydroindolo[2,3-a]carbazole-1,2,3,5,6,8,9,10-d8